C(C)(C)(C)C=1C=C(C=C(C1O)C(C)(C)C)CCC(=O)OCCCCCCOC(CCC1=CC(=C(C(=C1)C(C)(C)C)O)C(C)(C)C)=O 1,6-hexanediol-bis[(3-(3,5-di-tert-butyl-4-hydroxyphenyl) propionate)]